FC1=C2CN(C(C2=CC=C1N1CCN(CC1)CC1CCN(CC1)C1=CC=C(C=C1)/C(=C(/CC)\C1=CC=CC=C1)/C1=CC=C(C=C1)O)=O)C1C(NC(CC1)=O)=O (E)-3-(4-fluoro-5-(4-((1-(4-(1-(4-hydroxyphenyl)-2-phenylbut-1-en-1-yl)phenyl)piperidin-4-yl)methyl)piperazin-1-yl)-1-oxoisoindolin-2-yl)piperidine-2,6-dione